butoxy-N-hydroxy-2-[4-(trifluoromethyl)anilino]pyridine-3-carboxamidine C(CCC)OC1=C(C(=NC=C1)NC1=CC=C(C=C1)C(F)(F)F)C(=N)NO